((6-methyl-4-(methylthio)-2-oxo-1,2-dihydropyridin-3-yl)methyl)-5-((methylamino)methyl)benzamide CC1=CC(=C(C(N1)=O)CC1=C(C(=O)N)C=C(C=C1)CNC)SC